5-[1-(5-amino-2-pyridinyl)-3-(trifluoromethyl)pyrazol-4-yl]-N-[3-chloro-4-[(2S)-2-methylpiperazine-1-carbonyl]phenyl]-1-methyl-imidazole-2-carboxamide NC=1C=CC(=NC1)N1N=C(C(=C1)C1=CN=C(N1C)C(=O)NC1=CC(=C(C=C1)C(=O)N1[C@H](CNCC1)C)Cl)C(F)(F)F